[1-(5-fluoroquinolin-7-yl)-1H-1,2,4-triazol-5-yl]methanamine hydrochloride Cl.FC1=C2C=CC=NC2=CC(=C1)N1N=CN=C1CN